4-bromo-6,7-dihydroisoquinolin BrC1=CN=CC2=CCCC=C12